S1C(=CC=C1)/C=C/C1=NNC=C1 (E)-3-[2-(2-thienyl)vinyl]-1H-pyrazole